1-(4-(trifluoromethyl)phenyl)-3-azabicyclo[3.1.0]hexane hydrochloride Cl.FC(C1=CC=C(C=C1)C12CNCC2C1)(F)F